FC=1C=C(CNC=2NC(=C(N2)C=2C=C3C=NN(C3=CC2)C)C2=NC(=CC=C2)C)C=CC1 N-(3-fluorobenzyl)-4-(1-methyl-1H-indazol-5-yl)-5-(6-methylpyridin-2-yl)-1H-imidazol-2-amine